C1(CC1)S(=O)(=O)NC=1SC=C(N1)C1(CC1)NC(=O)C=1C=NC2=CC=CC=C2C1 N-(1-(2-(cyclopropanesulphonylamino)thiazol-4-yl)cyclopropyl)quinoline-3-carboxamide